C(C)(C)C(C(=O)OCC(C)C)C(C(=O)OCC(C)C)C(C)C di-isobutyl 2,3-diisopropylsuccinate